6-(3-Hydroxy-3-methylbutyl)-4-(6-(6-((6-methoxypyridin-3-yl)methyl)-3,6-diazabicyclo[3.1.1]Heptan-3-yl)pyridin-3-yl)pyrazolo[1,5-a]pyridine-3-carbonitrile OC(CCC=1C=C(C=2N(C1)N=CC2C#N)C=2C=NC(=CC2)N2CC1N(C(C2)C1)CC=1C=NC(=CC1)OC)(C)C